4-(4-(tert-butyloxycarbonyl)piperazin-1-yl)phenylboronic acid C(C)(C)(C)OC(=O)N1CCN(CC1)C1=CC=C(C=C1)B(O)O